3-(3-(4-((2,7-Diazaspiro[3.5]nonan-7-yl)methyl)phenyl)-5-phenyl-3H-imidazo[4,5-b]pyridin-2-yl)pyridin-2-amine C1NCC12CCN(CC2)CC2=CC=C(C=C2)N2C(=NC=1C2=NC(=CC1)C1=CC=CC=C1)C=1C(=NC=CC1)N